[Mg].[Al].CN(C1CCN(CC1)C1CCN(CC1)C1=C(C=C(C(=C1)OC)NC1=NC=NC(=C1)N1OCC[C@@H]1C1=CC(=CC=C1)C#C)NC(C=C)=O)C N-(2-(4-(dimethylamino)-[1,4'-bipiperidine]-1'-yl)-5-((6-((R)-3-(3-ethynylphenyl)isoxazolidine-2-yl)pyrimidine-4-yl)amino)-4-methoxyphenyl)acrylamide ALUMINIUM-MAGNESIUM